(R)-4-benzyl-1-methyl-N-(1-methylcyclopropyl)-5-oxo-1,2,4,5-tetrahydroimidazo[1,2-a]quinazoline-7-sulfonamide C(C1=CC=CC=C1)N1C=2N(C3=CC=C(C=C3C1=O)S(=O)(=O)NC1(CC1)C)[C@@H](CN2)C